tert-butyl (3-hydroxy-1-methylcyclobutyl)carbamate OC1CC(C1)(C)NC(OC(C)(C)C)=O